2-(3-(methoxycarbonyl)-4-(trifluoromethyl)benzyl)-2,7-diazaspiro[3.5]Nonane-7-carboxylic acid tert-butyl ester C(C)(C)(C)OC(=O)N1CCC2(CN(C2)CC2=CC(=C(C=C2)C(F)(F)F)C(=O)OC)CC1